FC=C(C(=C(CF)F)F)F 1,2,3,4,5-pentafluoropenta-1,3-diene